COC1=C(C(=C(C=C1)C1=CC=CC=C1N)OC)N dimethoxy-3,6'-diaminobiphenyl